2-(dimethylamino)ethyl bromide hydrobromide Br.CN(CCBr)C